7-ethoxyquinoline C(C)OC1=CC=C2C=CC=NC2=C1